C1(CCCCC1)C1=NC2=C(C(O1)=O)C=CC=C2 2-cyclohexyl-3,1-benzoxazin-4-one